C(C)OC(=C)C1=CC=CC=2C(N([C@H]3C=4C([C@@H](C21)C3)=C3N(N4)C=CC(=C3)C=3C=NC(=NC3)C3(CCC3)NC(OC(C)(C)C)=O)C)=O tert-butyl (1-(5-((7R,14R)-1-(1-ethoxyvinyl)-6-methyl-5-oxo-5,6,7,14-tetrahydro-7,14-methanobenzo[c]pyrido[1',2':1,5]pyrazolo[4,3-f]azocin-12-yl)pyrimidin-2-yl)cyclobutyl)carbamate